C1=CC=CC=2OC3=CC=CC=C3C(C12)NC(=O)N xanthyl-urea